C(C1=CC=CC=C1)OC1C(CCC1)C(=O)N1CC(NC2=CC=CC=C12)=O 4-(2-(benzyloxy)cyclopentanecarbonyl)-3,4-dihydroquinoxalin-2(1H)-one